FC=1C=C(C(=O)N)C=CC1[N+](=O)[O-] 3-fluoro-4-nitrobenzamide